(R)-5-((4-(4-fluoro-2-(1-hydroxyethyl)phenyl)thiazol-5-yl)methyl)-1-methyl-1H-pyrazole FC1=CC(=C(C=C1)C=1N=CSC1CC1=CC=NN1C)[C@@H](C)O